dinaphthylmethanedisulfonic acid sodium salt [Na+].C1(=CC=CC2=CC=CC=C12)C(S(=O)(=O)[O-])(S(=O)(=O)[O-])C1=CC=CC2=CC=CC=C12.[Na+]